1-[4-(3-{5-[(R)-(1,3-Dimethyl-azetidin-3-yl)-hydroxy-(4-isopropyl-phenyl)-methyl]-pyridin-3-yl}-[1,2,4]oxadiazol-5-yl)-piperidin-1-yl]-2-oxetan-3-yl-ethanone CN1CC(C1)(C)[C@@](C=1C=C(C=NC1)C1=NOC(=N1)C1CCN(CC1)C(CC1COC1)=O)(C1=CC=C(C=C1)C(C)C)O